ClC1=CC=C(CC2N(CCC2)C2=CC3=C(NC=N3)C=C2)C=C1 5-(2-(4-chlorobenzyl)pyrrolidin-1-yl)-1H-benzo[d]imidazole